2,5-bis(2,4,6-tri-tert-butylanilino)-1,4-benzoquinone C(C)(C)(C)C1=C(NC=2C(C=C(C(C2)=O)NC2=C(C=C(C=C2C(C)(C)C)C(C)(C)C)C(C)(C)C)=O)C(=CC(=C1)C(C)(C)C)C(C)(C)C